ClC=1C(=C(C=CC1)C1=NC2=CC(=C(C=C2C(=N1)N)[N+](=O)[O-])F)F (3-chloro-2-fluoro-phenyl)-7-fluoro-6-nitro-quinazolin-4-amine